N-(β-aminoethyl)-gamma-aminopropyl-trimethylethoxysilane NCCNCCCC(C)O[Si](C)(C)C